4-(1-(difluoromethyl)-1H-pyrazol-4-yl)-7-isopropyl-2,2-dimethyl-11-oxo-2,6,7,11-tetrahydro-1H-furo[2,3-H]pyrido[2,1-a]isoquinoline-10-carboxylic acid FC(N1N=CC(=C1)C1=CC=2CC(N3C(C2C2=C1OC(C2)(C)C)=CC(C(=C3)C(=O)O)=O)C(C)C)F